7-[(3R)-3-hydroxypyrrolidin-1-yl]-3-({[(2-methylpyridin-4-yl)methyl][(3S)-1-(pyrimidin-5-yl)piperidin-3-yl]amino}methyl)-1-(propan-2-yl)-1,4-dihydroquinolin-4-one O[C@H]1CN(CC1)C1=CC=C2C(C(=CN(C2=C1)C(C)C)CN([C@@H]1CN(CCC1)C=1C=NC=NC1)CC1=CC(=NC=C1)C)=O